2-cyano-5-dimethylamino-2,4-pentadienoamide C(#N)C(C(=O)N)=CC=CN(C)C